ClC1=NC=C(C=N1)NC1=NC=CC2=CC(=CC=C12)OCC(F)F N-(2-chloropyrimidin-5-yl)6-(2,2-difluoroethoxy)isoquinolin-1-amine